Styrylethyltris(trimethylsiloxy)silan C(=CC1=CC=CC=C1)CC[Si](O[Si](C)(C)C)(O[Si](C)(C)C)O[Si](C)(C)C